3-[2-(2-bromophenyl)ethyl]azetidine BrC1=C(C=CC=C1)CCC1CNC1